[N+](=[N-])=CC(CC[C@@H](C(=O)OC1=CC=NC=C1)NC([C@@H](C)OC)=O)=O pyridin-4-yl (S)-6-diazo-2-((R)-2-methoxypropanamido)-5-oxohexanoate